6-[(2-Chlorophenoxy)methyl]-1-(tetrahydro-2H-pyran-4-yl)-1H-pyrazolo[3,4-d]-pyrimidin-4(5H)-one ClC1=C(OCC=2NC(C3=C(N2)N(N=C3)C3CCOCC3)=O)C=CC=C1